ClS(=O)(=O)C1=C(C(=O)[O-])C=CC=C1[N+](=O)[O-] (chlorosulfonyl)-3-nitrobenzoate